C(#N)C=1C=C(C=CC1F)NC(N(CC1=NN(C(=C1)C(F)(F)F)C(CC)=O)C=1C=NC(=NC1)OC)=O 3-(3-cyano-4-fluorophenyl)-1-(2-methoxypyrimidin-5-yl)-1-((1-propionyl-5-(trifluoromethyl)-1H-pyrazol-3-yl)methyl)urea